1-(t-butyl) 2-methyl (2R,3R)-3-hydroxylpyrrolidin-1,2-dicarboxylate O[C@H]1[C@@H](N(CC1)C(=O)OC(C)(C)C)C(=O)OC